ClC1=C(C=C(C(=C1)Cl)F)C(/C(=C/O)/C(=O)OC)=O.[Na] sodium (1Z)-3-(2,4-dichloro-5-fluorophenyl)-2-(methoxycarbonyl)-3-oxoprop-1-en-1-ol